NCCNCCC[Si](OC)(OC)OC N-(2-Aminoethyl)-3-aminopropyltrimethoxysilan